ClC=1C=C2C(=CN=C(C2=CN1)OC)C=O 6-chloro-1-methoxy-2,7-naphthyridine-4-carbaldehyde